N-[2-hydroxyphenyl]-4-(4-bromobenzyl)-pyrrolo[1,2-b]pyridazine-2-carboxamide OC1=C(C=CC=C1)NC(=O)C=1C=C(C=2N(N1)C=CC2)CC2=CC=C(C=C2)Br